2-[(2's,4r)-6-bromo-2',5-difluoro-1-oxospiro[3H-isoquinoline-4,1'-cyclopropane]-2-yl]-N-pyrimidin-2-ylacetamide BrC=1C(=C2C(=CC1)C(N(C[C@]21[C@H](C1)F)CC(=O)NC1=NC=CC=N1)=O)F